NCCNCCCNCCNCC1=CC(=C(C=C1)OC)OC N1-(2-aminoethyl)-N3-(2-((3,4-dimethoxybenzyl)amino)ethyl)propane-1,3-diamine